6-chloro-1-methyl-4-(6-((1-(trifluoromethyl)cyclopropyl)ethynyl)-2,3-dihydrobenzo[e][1,4]oxazepin-1(5H)-yl)-1,5-naphthyridin-2(1H)-one ClC=1N=C2C(=CC(N(C2=CC1)C)=O)N1CCOCC2=C1C=CC=C2C#CC2(CC2)C(F)(F)F